methyl 2-amino-5,5-dimethylhexanoate hydrochloride Cl.NC(C(=O)OC)CCC(C)(C)C